3-methoxy-4-methyl-5-(4,4,5,5-tetramethyl-1,3,2-dioxaborolan-2-yl)pyridine COC=1C=NC=C(C1C)B1OC(C(O1)(C)C)(C)C